tert-butyl (1S,2R,3R,5R)-3-((6-(2-(dimethylcarbamoyl)-5-methoxybenzofuran-6-yl)pyridazin-3-yl)(methyl)amino)-2-fluoro-8-azabicyclo[3.2.1]octane-8-carboxylate CN(C(=O)C=1OC2=C(C1)C=C(C(=C2)C2=CC=C(N=N2)N([C@H]2[C@H]([C@@H]1CC[C@H](C2)N1C(=O)OC(C)(C)C)F)C)OC)C